2-((6-fluoropyridin-3-yl)oxy)-1-(4-(5-(trifluoromethyl)-1,2,4-oxadiazol-3-yl)phenyl)ethan-1-one FC1=CC=C(C=N1)OCC(=O)C1=CC=C(C=C1)C1=NOC(=N1)C(F)(F)F